C(C(C)C)OC1=CC=NC2=CC=CC=C12 4-isobutoxyquinoline